O=C1S(C2=C(NC1)C=CC=C2)(=O)=O trioxo-2H,4H-benzo[1,4]thiazin